4-[6-(2-amino-1,3-benzothiazol-5-yl)-5-methylpyridin-3-yl]-2-[(2E)-2-(aminomethyl)-3-fluoroprop-2-en-1-yl]-2,4-dihydro-3H-1,2,4-triazol-3-one hydrochloride Cl.NC=1SC2=C(N1)C=C(C=C2)C2=C(C=C(C=N2)N2C(N(N=C2)C\C(=C\F)\CN)=O)C